5-bromo-3-phenyl-3,4-dihydroquinazolin-4-one BrC1=C2C(N(C=NC2=CC=C1)C1=CC=CC=C1)=O